ClC=1C(=NC(=NC1)C1=C(C=C(C=C1C)C)OC)NC(=S)[C@H]1CN(CCC1)C(=O)OC(C)(C)C tert-butyl (3R)-3-[[5-chloro-2-(2-methoxy-4,6-dimethyl-phenyl)pyrimidin-4-yl]carbamothioyl]piperidine-1-carboxylate